[(E)-3-(4-Dimethylaminophenyl)-2-methylacryloyl]guanidin CN(C1=CC=C(C=C1)/C=C(/C(=O)NC(=N)N)\C)C